dimethyl-(octadecyl)silane C[SiH](CCCCCCCCCCCCCCCCCC)C